BrC=1C=C2C(=NC=NC2=CC1OC)C=1C(=NN(C1)C)C1=CC=C(C=C1)F 6-bromo-4-(3-(4-fluorophenyl)-1-methyl-1H-pyrazol-4-yl)-7-methoxyquinazoline